4-(4-chlorophenyl)-4-oxobutanoic acid ClC1=CC=C(C=C1)C(CCC(=O)O)=O